6-((1R,2R)-2-(5-cyclopropylpyrimidin-2-yl)cyclobutyl)-4-oxo-1-((R)-1-(6-(trifluoromethyl)pyridin-3-yl)ethyl)-4,5-dihydro-1H-pyrazolo[3,4-d]pyrimidine-3-carbonitrile C1(CC1)C=1C=NC(=NC1)[C@H]1[C@@H](CC1)C=1NC(C2=C(N1)N(N=C2C#N)[C@H](C)C=2C=NC(=CC2)C(F)(F)F)=O